C(C)(C)(C)N(C(=O)O[C@H]1CN(CC1)CC1=CC=C(C=C1)[C@H]1COC2=C(O1)C=CC=C2)C=2SC(=C(N2)C(F)(F)F)C(C(C)C)O (3R)-1-{4-[(2S)-2,3-dihydro-1,4-benzodioxin-2-yl]benzyl}pyrrolidin-3-ol tert-butyl-(5-(1-hydroxy-2-methylpropyl)-4-(trifluoromethyl)thiazol-2-yl)carbamate